NC=1C=C2C(=CNC2=CC1)CC1=CC=C(C(=O)NCCCCCCC(=O)NO)C=C1 4-((5-amino-1H-indol-3-yl)methyl)-N-(7-(hydroxyamino)-7-oxoheptyl)benzamide